(R)-5-(5-ethyl-1,2,4-oxadiazol-3-yl)-N-phenyl-2,3-dihydro-1H-indene-1-carboxamide C(C)C1=NC(=NO1)C=1C=C2CC[C@H](C2=CC1)C(=O)NC1=CC=CC=C1